4-(trifluoromethyl)bromobenzene tert-butyl-(R)-(2-chloro-6,7-dihydro-5H-cyclopenta[b]pyridin-7-yl)(methyl)carbamate C(C)(C)(C)OC(N(C)[C@@H]1CCC=2C1=NC(=CC2)Cl)=O.FC(C2=CC=C(C=C2)Br)(F)F